5-Bromotriazolo[1,5-a]pyridine-3-carboxylic acid methyl ester COC(=O)C=1N=NN2C1C=C(C=C2)Br